C(C)(C)(C)OC(N[C@H]1CCCCC(NC=2C=C(C=CC2C=2C=CN=C1C2)CN)=O)=O ((S)-5-Aminomethyl-9-oxo-8,16-diaza-tricyclo[13.3.1.02,7]nonadeca-1(19),2(7),3,5,15,17-hexaen-14-yl)-carbamic acid tert-butyl ester